C(CCCCCCCC)NC1C(CCCC1)N N-nonylcyclohexane-1,2-diamine